5-methyl-N-(5-methyl-1H-pyrazol-3-yl)-6-(piperidin-1-yl)-2-(p-tolylthio)pyrimidin-4-amine CC=1C(=NC(=NC1N1CCCCC1)SC1=CC=C(C=C1)C)NC1=NNC(=C1)C